C(=O)C=1N(C(=C(N1)C12CC(C1)(C2)C(=O)OC)C)C[C@H]2OCC2 methyl (S)-3-(2-formyl-5-methyl-1-(oxetan-2-ylmethyl)-1H-imidazol-4-yl)bicyclo[1.1.1]pentane-1-carboxylate